CO[Si](CCCCCCC[Si](OC)(OC)OC)(OC)OC 1,7-bis-trimethoxysilylheptane